1-((2R,4S,5R)-4-hydroxy-5-(hydroxymethyl)-5-vinyltetrahydrofuran-2-yl)-5-methylpyrimidine-2,4(1H,3H)-dione O[C@H]1C[C@@H](O[C@]1(C=C)CO)N1C(NC(C(=C1)C)=O)=O